2-((1H-pyrazol-3-yl)methyl)-6-((4-fluoro-1H-pyrazol-3-yl)methyl)-4-methyl-4,6-dihydro-5H-thiazolo[5',4':4,5]pyrrolo[2,3-d]pyridazin-5-one N1N=C(C=C1)CC=1SC2=C(N(C=3C(N(N=CC32)CC3=NNC=C3F)=O)C)N1